4-(3-methoxypropoxy)-2,2-dimethyl-11-oxo-7-(thiazol-2-yl)-1,2,7,11-tetrahydrobenzofuro[4,5-e]pyrido[1,2-c][1,3]oxazine-10-carboxylic acid COCCCOC1=CC2=C(C=3N(C(O2)C=2SC=CN2)C=C(C(C3)=O)C(=O)O)C=3CC(OC31)(C)C